n-butyl-2-[2-(2,3-dimethoxy-phenyl)-benzoimidazol-1-yl]-2-phenyl-acetamide C(CCC)C(C(=O)N)(C1=CC=CC=C1)N1C(=NC2=C1C=CC=C2)C2=C(C(=CC=C2)OC)OC